O1C(CCCC1)N1N=CC2=C(C=CC=C12)CCCCC(=O)OCC ethyl 5-(1-(tetrahydro-2H-pyran-2-yl)-1H-indazol-4-yl)pentanoate